C[C@H]1N(CC1)C1CN(CC1)C1=CC=C(C=C1)N1C=NC(=C1)NC=1N=CC(=NC1)C#N 5-((1-(4-(3-((R)-2-Methylazetidin-1-yl)pyrrolidin-1-yl)phenyl)-1H-imidazol-4-yl)amino)pyrazine-2-carbonitrile